Cl.NC(C)C=1C(NC2=CC(=C(C=C2C1)Cl)OCC1=NC=CC=C1)=O 3-(1-aminoethyl)-6-chloro-7-(pyridin-2-ylmethoxy)quinolin-2(1H)-one hydrochloride